N1(CCC1)C1=NC=C(C=N1)C1(CC1)N1N=CC(=C1)NC(=O)C1=NC(=CN=C1)C1=C(C(=CC=C1C(F)F)Cl)F N-(1-(1-(2-(Azetidin-1-yl)pyrimidin-5-yl)cyclopropyl)-1H-pyrazol-4-yl)-6-(3-chloro-6-(difluoromethyl)-2-fluorophenyl)pyrazine-2-carboxamide